tert-butyl 3-(5-(3-cyano-6-(2-hydroxy-2-methylpropyloxy) pyrazolo[1,5-a]pyridin-4-yl) pyridin-2-yl)-2,5-dihydro-1H-pyrrole-1-carboxylate C(#N)C=1C=NN2C1C(=CC(=C2)OCC(C)(C)O)C=2C=CC(=NC2)C=2CN(CC2)C(=O)OC(C)(C)C